N-(1-(1H-indol-3-yl)hexan-2-yl)-2-(4-(14-((2-(2,6-dioxopiperidin-3-yl)-1,3-dioxoisoindolin-5-yl)oxy)-3,6,9,12-tetraoxatetradecyl)piperazin-1-yl)thiazole-5-carboxamide N1C=C(C2=CC=CC=C12)CC(CCCC)NC(=O)C1=CN=C(S1)N1CCN(CC1)CCOCCOCCOCCOCCOC=1C=C2C(N(C(C2=CC1)=O)C1C(NC(CC1)=O)=O)=O